C1CNC2=CC=CCC21 TETRAHYDROINDOLE